C1=C(C=CC2=CC=CC=C12)C=1C=C2C[C@@H](CC2=CC1)C(=O)N1CCC2=CC=C(C=C12)S(=O)(=O)N (R)-1-(5-(naphthalen-2-yl)-2,3-dihydro-1H-indene-2-carbonyl)indoline-6-sulfonamide